Piperidyl Sebacate C(CCCCCCCCC(=O)[O-])(=O)ON1CCCCC1